BrC1=CC=C(C=C1)C(CNC)(O)C1=CC=C(C=C1)Cl 1-(4-bromophenyl)-1-(4-chlorophenyl)-2-(methylamino)ethan-1-ol